O-methyluridine-5'-triphosphate P(O)(=O)(OP(=O)(O)OP(=O)(O)O)OC[C@@H]1[C@H]([C@H]([C@@H](O1)N1C(=O)NC(=O)C=C1)OC)O